C[C@H]1N(CCN(C1=O)C)CCOC1=CC=C(C=C1)C1=CC=C2C=C(N=CC2=C1)C=1C2=C(C(N(C1)C)=O)N(C=C2)S(=O)(=O)C2=CC=C(C)C=C2 (R)-4-{7-[4-(2-(2,4-dimethyl-3-oxopiperazin-1-yl)ethoxy)phenyl]isoquinolin-3-yl}-6-methyl-1-tosyl-1H-pyrrolo[2,3-c]pyridin-7(6H)-one